3-(7-(4-((S)-3-((1r,4S)-4-(3-bromo-2-(trifluoromethyl)phenoxy)cyclohexyl)-2-methylpropyl)piperazin-1-yl)-1-methyl-1H-indazol-3-yl)piperidine-2,6-dione BrC=1C(=C(OC2CCC(CC2)C[C@@H](CN2CCN(CC2)C=2C=CC=C3C(=NN(C23)C)C2C(NC(CC2)=O)=O)C)C=CC1)C(F)(F)F